CC=1C2=C(N=CN1)N(C(C=C2)=O)CC(C)C 4-methyl-8-(2-methylpropyl)pyrido[2,3-d]pyrimidin-7(8H)-one